allyl 4-aminomethyl-piperidine-1-carboxylate NCC1CCN(CC1)C(=O)OCC=C